CC1=NC=CC=C1CNC1=NC(=NC=C1)NC=1C=NN(C1)C 4-[[(2-methyl-pyridin-3-yl)methyl]amino]-2-[(1-methyl-1H-pyrazol-4-yl)amino]pyrimidin